di(1-mercaptoethyl) phthalate C(C=1C(C(=O)OC(C)S)=CC=CC1)(=O)OC(C)S